tert-butyl 3-(((8-fluoro-2-(((2R,7aS)-2-fluorohexahydro-1H-pyrrolizin-7a-yl)methoxy)-7-(tributylstannyl)pyrido[4,3-d]pyrimidin-4-yl)(methyl)amino)methyl)azetidine-1-carboxylate FC1=C(N=CC2=C1N=C(N=C2N(C)CC2CN(C2)C(=O)OC(C)(C)C)OC[C@]21CCCN1C[C@@H](C2)F)[Sn](CCCC)(CCCC)CCCC